5-[1-(4-bromo-2,6-dichlorophenyl)-1H-pyrazol-3-yl]-2-methyl-benzonitrile BrC1=CC(=C(C(=C1)Cl)N1N=C(C=C1)C=1C=CC(=C(C#N)C1)C)Cl